ClC(C(=O)[O-])C.[Zn+2].ClC(C(=O)[O-])C zinc alpha-chloropropionate salt